C(CCC)C1=CC=C(C=C1)N=C=O p-butylphenyl isocyanate